Glutamic acid tert-butylester C(C)(C)(C)OC([C@@H](N)CCC(=O)O)=O